ClC=1C(=C(C=CC1)[C@@H]1N(OCC1)C1=CC(=NC=N1)NC=1C(=CC(=C(C1)NC(C=C)=O)N1CCC(CC1)N1CCC(CC1)N(C)C)OC)F N-(5-((6-((R)-3-(3-chloro-2-fluorophenyl)-isoxazolidine-2-yl)pyrimidine-4-yl)amino)-2-(4-(dimethylamino)-[1,4'-bipiperidine]-1'-yl)-4-methoxyphenyl)acrylamide